N,6-dimethyl-5-(4-((2-propionamidopyridin-4-yl)methyl)piperazin-1-yl)picolinamide CNC(C1=NC(=C(C=C1)N1CCN(CC1)CC1=CC(=NC=C1)NC(CC)=O)C)=O